N[C@H](C(C)=C1CN(C1)C1=NC(=NC=2NC3=C(C=C(C=C3C21)F)NC([2H])([2H])[2H])OC=2C=NC(=NC2)C)C (S)-4-(3-(3-aminobutan-2-ylidene)azetidin-1-yl)-6-fluoro-N-(methyl-d3)-2-((2-methylpyrimidin-5-yl)oxy)-9H-pyrimido[4,5-b]indol-8-amine